3-((3S,5R)-3-methyl-5-((5-(5-(methylsulfonyl)isothiazol-3-yl)-1H-pyrrolo[2,3-b]pyridin-4-yl)amino)piperidin-1-yl)-3-oxopropanenitrile C[C@@H]1CN(C[C@@H](C1)NC1=C2C(=NC=C1C1=NSC(=C1)S(=O)(=O)C)NC=C2)C(CC#N)=O